7-(5-chloropyrimidin-2-yl)-6-fluoro-3-[(4S)-4-[[6-oxo-5-(trifluoromethyl)-1H-pyridazin-4-yl]amino]hexyl]quinazolin-4-one ClC=1C=NC(=NC1)C1=C(C=C2C(N(C=NC2=C1)CCC[C@H](CC)NC=1C=NNC(C1C(F)(F)F)=O)=O)F